(5S,7S)-2-ethylsulfanyl-7-fluoro-5-phenyl-6,7-dihydro-5H-pyrrolo[1,2-b][1,2,4]triazole C(C)SC=1N=C2N(N1)[C@@H](C[C@@H]2F)C2=CC=CC=C2